n-butyl-(trimethylsilylmethyl)dimethoxysilane C(CCC)[Si](OC)(OC)C[Si](C)(C)C